CN1C=NC(=C1)C=1C=CC=C2C=CC(=NC12)N1C=NC2=C1C=CC(=C2)OCC2(COC2)C 8-(1-methylimidazol-4-yl)-2-[5-[(3-methyloxetan-3-yl)methoxy]benzimidazol-1-yl]quinoline